BrC1=CC2=C(N=C(O2)C2CCNCC2)C(=C1)F 6-bromo-4-fluoro-2-(4-piperidinyl)-1,3-benzoxazole